C1(=C(C(=CC(=C1)C)C)N1CN(C(=C1C)C)CC1=C(C=C(C=C1C)C)C)C 1-mesityl-4,5-dimethyl-3-(2,4,6-trimethylbenzyl)-1H-imidazol